CC(=CCC/C(=C/CC/C(=C/CC/C(=C/[C@@H]1[C@H]([C@]1(C)CC/C=C(\\C)/CC/C=C(\\C)/CCC=C(C)C)COP(=O)(O)OP(=O)(O)O)/C)/C)/C)C The molecule is the (1R,2R,3R)-diastereomer of prephytoene diphosphate. It is a conjugate acid of a (1R,2R,3R)-prephytoene diphosphate(3-). It is an enantiomer of a (1S,2S,3S)-prephytoene diphosphate.